Cl.N[C@@H]1[C@@H](C[C@@H](C1)OCC1=CC=CC=C1)O (1R,2S,4R)-2-amino-4-(benzyloxy)cyclopentan-1-ol hydrochloride salt